[K].COC=1C=C(C(C(=O)N)=CC1)O 4-methoxysalicylamide potassium